OCCCCCCCCC=CCCCCCC oxa-heptadec-10-ene